(2-(Diethylamino)ethyl)-10,22-dihexyl-12,20-dioxo-11,13,19,21-tetraoxa-16-azahentriacontanedioate C(C)N(CCOC(CCCCCCCCC(OC(OCCNCCOC(OC(CCCCCCCCC(=O)[O-])CCCCCC)=O)=O)CCCCCC)=O)CC